S1C(=NC=C1)[C@@H](C)N (R)-1-(2-thiazolyl)ethylamine